[O-]S(=O)(=O)C(F)(F)F.C(CCCCCCCC)[NH+]1C(CCCC1)CC 1-Nonyl-2-ethylpiperidinium triflat